3-methyl-5-(3-nitro-4-(pyrrolidin-1-yl)phenyl)-1,2,4-thiadiazole CC1=NSC(=N1)C1=CC(=C(C=C1)N1CCCC1)[N+](=O)[O-]